2,2-dimethyl-hexanol CC(CO)(CCCC)C